C(C=C)(=O)OCCSCCOC(C=C)=O thio-diethylene glycol diacrylate